(R)-3-[4-(Benzenesulfonylaminomethyl)-[1,2,3]triazol-1-yl]-N-hydroxy-4-naphthalen-2-yl-butyramide C1(=CC=CC=C1)S(=O)(=O)NCC=1N=NN(C1)[C@@H](CC(=O)NO)CC1=CC2=CC=CC=C2C=C1